N-(4-bromo-2-nitronaphthalen-1-yl)acetamide BrC1=CC(=C(C2=CC=CC=C12)NC(C)=O)[N+](=O)[O-]